N-[1-(3-Methylquinoxalin-2-yl)azetidin-3-yl]carbamic acid tert-butyl ester C(C)(C)(C)OC(NC1CN(C1)C1=NC2=CC=CC=C2N=C1C)=O